(S)-N-(4-Amino-1-(5-phenyloxazol-2-yl)butyl)-3,5-dimethoxy-2-naphthamide NCCC[C@@H](C=1OC(=CN1)C1=CC=CC=C1)NC(=O)C1=CC2=CC=CC(=C2C=C1OC)OC